ClC1(OC(OC1(F)Cl)(F)F)F 4,5-dichloro-2,2,4,5-tetrafluoro-1,3-dioxolane